Isocyanuric Acid N1C(=O)NC(=O)NC1=O